(S)-N-((S)-1-(6-(4-fluoro-1H-pyrazol-1-yl)pyridin-3-yl)ethyl)-2-methyl-4-(4-((5-methyl-1H-pyrazol-3-yl)amino)-6,7-dihydro-5H-cyclopenta[d]pyrimidin-2-yl)piperazine-1-carboxamide FC=1C=NN(C1)C1=CC=C(C=N1)[C@H](C)NC(=O)N1[C@H](CN(CC1)C=1N=C(C2=C(N1)CCC2)NC2=NNC(=C2)C)C